2,5-difluoro-4-(trifluoromethyl)benzaldehyde FC1=C(C=O)C=C(C(=C1)C(F)(F)F)F